N-(3-(2-(bicyclo[1.1.1]pentan-1-yl)-5-(2-((2,2-dioxido-2-thiaspiro[3.3]heptan-6-yl)amino)pyrimidin-4-yl)thiazol-4-yl)-2-fluorophenyl)-6-fluoro-1-methylindoline-5-sulfonamide C12(CC(C1)C2)C=2SC(=C(N2)C=2C(=C(C=CC2)NS(=O)(=O)C=2C=C1CCN(C1=CC2F)C)F)C2=NC(=NC=C2)NC2CC1(CS(C1)(=O)=O)C2